BrC1=C(N=C(C=2N1N=C(C2)C(=O)OCC)O)C ethyl 7-bromo-4-hydroxy-6-methyl-pyrazolo[1,5-a]pyrazine-2-carboxylate